3-(4-fluorophenyl)-1-isobutyl-2,4-dioxo-1,2,3,4-tetrahydropyrimidine-5-carbonyl chloride FC1=CC=C(C=C1)N1C(N(C=C(C1=O)C(=O)Cl)CC(C)C)=O